7-(1-(5-(4-(cyclopropylmethylsulfonyl)-1,1,1-trifluorobutan-2-yl)pyridin-2-yl)-1H-pyrazol-4-yl)-3H-imidazo[4,5-b]pyridine C1(CC1)CS(=O)(=O)CCC(C(F)(F)F)C=1C=CC(=NC1)N1N=CC(=C1)C1=C2C(=NC=C1)NC=N2